O=S1(CCN(CC1)C(C(=O)NC1=C(C=CC=C1)/C=C/C(=O)NO)C)=O (E)-3-(2-(2-(1,1-dioxidothiomorpholino)propan-amido)phenyl)-N-hydroxyacrylamide